tert-butyl N-[4-[1-(2,6-dioxo-3-piperidyl)-3-methyl-2-oxo-benzimidazol-5-yl]phenyl]carbamate O=C1NC(CCC1N1C(N(C2=C1C=CC(=C2)C2=CC=C(C=C2)NC(OC(C)(C)C)=O)C)=O)=O